C(#N)C=1C=C(C=CC1)C=1N=C(SC1C=1C=C2C(=NC=NC2=CC1)C)NC(=O)N1CCNCC1 N-[4-(3-cyanophenyl)-5-(4-methyl-quinazolin-6-yl)thiazol-2-yl]piperazine-1-carboxamide